(R)-N-(1-(5-amino-2-fluoro-3-(trifluoromethyl)phenyl)ethylidene)-2-methylpropane-2-sulfinamide NC=1C=C(C(=C(C1)C(C)=N[S@](=O)C(C)(C)C)F)C(F)(F)F